BrC1=CC(=CC(=C1)[N+](=O)[O-])OC1CC1 l-1-bromo-3-(cyclopropoxy)-5-nitro-benzene